BrCCCCOC1=CC=C2C=CC(NC2=C1)=O 7-(4-bromobutoxy)-quinolin-2(1H)-one